O=C1N(CC(=C1)C1=CC=CC=C1)C[C@@H]1CCN(CC12CCCC2)C(=O)OC(C)(C)C tert-Butyl (R)-10-((2-oxo-4-phenyl-2,5-dihydro-1H-pyrrol-1-yl)methyl)-7-azaspiro[4.5]decane-7-carboxylate